chloromethyl (R)-(5-(2-acetamidoimidazo[1,2-b]pyridazin-6-yl)-2-methylnicotinoyl)(1-(2-fluoro-5-(trifluoromethoxy)phenyl)ethyl)carbamate C(C)(=O)NC=1N=C2N(N=C(C=C2)C=2C=NC(=C(C(=O)N(C(OCCl)=O)[C@H](C)C3=C(C=CC(=C3)OC(F)(F)F)F)C2)C)C1